C1(=CC=CC=C1)C1=NC(=NC(=N1)C1=CC=CC=C1)C1=C(C=CC=C1)C1=C(C(=NC(=C1C1=CC=C(C=C1)N1C2=CC=C(C=C2C=2C=C(C=CC12)C(C)(C)C)C(C)(C)C)C1=CC=CC=C1)C1=CC=C(C=C1)N1C2=CC=C(C=C2C=2C=C(C=CC12)C(C)(C)C)C(C)(C)C)C1=CC=CC=C1 9,9'-((4-(2-(4,6-diphenyl-1,3,5-triazin-2-yl)phenyl)-3,6-diphenylpyridine-2,5-diyl)bis(4,1-phenylene))bis(3,6-di-tert-butyl-9H-carbazole)